diphenyl-(4-phenylsulfanylphenyl)sulfonium hexafluoroarsenate F[As-](F)(F)(F)(F)F.C1(=CC=CC=C1)[S+](C1=CC=C(C=C1)SC1=CC=CC=C1)C1=CC=CC=C1